C(C)OC(=O)C1=CC(=NN1)C1=NC=C(C=C1)C#N 3-(5-cyanopyridin-2-yl)-1H-pyrazole-5-carboxylic acid ethyl ester